tert-butyl (S)-5-methoxy-4-((6-(4-(methoxycarbonyl)phenyl)-2-oxa-7-azaspiro[3.5]nonan-7-yl)methyl)-7-methyl-1H-indole-1-carboxylate COC=1C(=C2C=CN(C2=C(C1)C)C(=O)OC(C)(C)C)CN1[C@@H](CC2(COC2)CC1)C1=CC=C(C=C1)C(=O)OC